S(C)(=O)(=O)O.FC1=CC2=C(C(=NO2)C2CCN(CC2)CCCOC=2C=C3CCC(N4C3=C(C2)CC4)=O)C=C1 8-(3-(4-(6-fluorobenzo[d]isoxazol-3-yl)piperidin-1-yl)propoxy)-5,6-dihydro-1H-pyrrolo[3,2,1-ij]quinolin-4(2H)-one mesylate